6-CHLORO-5-FORMYL-1,3-DIMETHYLURACIL ClC1=C(C(N(C(N1C)=O)C)=O)C=O